ClC=1C=C(C=CC1[N+](=O)[O-])N1[C@H](O[C@@H](C1)C(=O)NC=1C=NC(=CC1)Cl)C(F)(F)F (2R,5S)-3-(3-Chloro-4-nitrophenyl)-N-(6-chloropyridin-3-yl)-2-(trifluoromethyl)oxazolidin-5-carboxamid